CCCCCCCCCCCCC(=O)OC[C@H](COP(=O)(O)OC[C@H](CO)O)OC(=O)CCCCCC/C=C\C/C=C\C/C=C\CCCCC 1-tridecanoyl-2-(8Z,11Z,14Z-eicosatrienoyl)-glycero-3-phospho-(1'-sn-glycerol)